C(C1=CC=CC=C1)N(CC(C(OCCOCC(=O)OCC)(C)C)F)CC1=CC=CC=C1 ETHYL 2-[2-[3-(DIBENZYLAMINO)-2-FLUORO-1,1-DIMETHYL-PROPOXY]ETHOXY]ACETATE